4-(dimethylamino)chlorobenzene CN(C1=CC=C(C=C1)Cl)C